BrC1=CC2=C(NC(CCC2)=O)C=C1 7-bromo-4,5-dihydro-1H-benzo[b]Azepin-2(3H)-one